BrC1=C(C=C(C(=C1)I)OC(F)F)Cl 1-bromo-2-chloro-4-(difluoromethoxy)-5-iodobenzene